BrC1=CC=C2C(=N1)C(=C(N2)C=2C=C(C=NC2[C@H](C)OC)N2CCN(CC2)C(=O)OCC2=CC=CC=C2)CC(CO[Si](C2=CC=CC=C2)(C2=CC=CC=C2)C(C)(C)C)(C)C benzyl 4-[5-(5-bromo-3-{3-[(tert-butyldiphenylsilyl)oxy]-2,2-dimethylpropyl}-1H-pyrrolo[3,2-b]pyridin-2-yl)-6-[(1S)-1-methoxyethyl]pyridin-3-yl]piperazine-1-carboxylate